C(=O)O.CC(C(=O)O)(C)C dimethylpropanoic acid formic acid salt